IC=1C=NC=C(C1C1CCC(CC1)=O)C 4-(3-iodo-5-methylpyridin-4-yl)cyclohexan-1-one